(5-fluoro-6-(5-methoxypyrazin-2-yl)-1H-indol-2-yl)methanamine hydrochloride Cl.FC=1C=C2C=C(NC2=CC1C1=NC=C(N=C1)OC)CN